ethyl (9-(4-chlorophenyl)-6-hydroxy-[1,2,4]triazolo[5,1-a]isoquinoline-5-carbonyl)glycinate ClC1=CC=C(C=C1)C1=CC=C2C(=C(N3C(C2=C1)=NC=N3)C(=O)NCC(=O)OCC)O